ethyl (R)-2-amino-4-((1-hydroxyhex-2-yl) amino)-1,5-naphthyridin-3-carboxylate NC1=NC2=CC=CN=C2C(=C1C(=O)OCC)N[C@@H](CO)CCCC